4,6-dihydroxy-2-oxo-1,2,3,4-tetrahydroquinoline-4-carboxylic acid OC1(CC(NC2=CC=C(C=C12)O)=O)C(=O)O